4-biphenyl-carbonitrile C1(=CC=C(C=C1)C#N)C1=CC=CC=C1